(R)-6-(4-(difluoromethoxy)phenylsulfonimidoyl)-2-((6-methoxypyridin-3-yl)methyl)phthalazin-1(2H)-one FC(OC1=CC=C(C=C1)[S@](=O)(=N)C=1C=C2C=NN(C(C2=CC1)=O)CC=1C=NC(=CC1)OC)F